O1-tert-Butyl O3-ethyl 4-{2-[(S)-benzyloxycarbonylamino(4-methylcyclohexyl)methyl]-4-fluoro-1H-benzimidazol-5-yl}pyrrolidine-1,3-dicarboxylate C(C1=CC=CC=C1)OC(=O)N[C@H](C1=NC2=C(N1)C=CC(=C2F)C2C(CN(C2)C(=O)OC(C)(C)C)C(=O)OCC)C2CCC(CC2)C